2-(6-((cyclopropylmethyl)amino)-4-(1-((4-methyl-4H-1,2,4-triazol-3-yl)methyl)cyclobutyl)pyridin-2-yl)-6-(((1-methylcyclobutyl)amino)methyl)-4-(trifluoromethyl)-isoindolin-1-one C1(CC1)CNC1=CC(=CC(=N1)N1C(C2=CC(=CC(=C2C1)C(F)(F)F)CNC1(CCC1)C)=O)C1(CCC1)CC1=NN=CN1C